(S)-4-(4-aminophenyl)-2-methylpiperazine-1-carboxylic acid tert-butyl ester C(C)(C)(C)OC(=O)N1[C@H](CN(CC1)C1=CC=C(C=C1)N)C